CCC(=O)N[C@@H]1[C@H](C[C@@](O[C@H]1[C@@H]([C@@H](CO)O[C@@]2(C[C@@H]([C@H]([C@@H](O2)[C@@H]([C@@H](CO)O[C@@]3(C[C@@H]([C@H]([C@@H](O3)[C@@H]([C@@H](CO)O[C@@]4(C[C@@H]([C@H]([C@@H](O4)[C@@H]([C@@H](CO)O[C@@]5(C[C@@H]([C@H]([C@@H](O5)[C@@H]([C@@H](CO)O)O)NC(=O)CC)O)C(=O)O)O)NC(=O)CC)O)C(=O)O)O)NC(=O)CC)O)C(=O)O)O)NC(=O)CC)O)C(=O)O)O)(C(=O)O)O)O The molecule is an N-propionylated alpha-(2->8)-linked homosialopolysaccharide consisting of five alpha-D-N-propionylneuraminyl residues joined by (2->8) linkages (i.e. [8)-alpha-Neu5Pr-(2->]n where n = 5). It is an [8)-alpha-Neu5Pr-(2->]n and an amino pentasaccharide.